tert-butyl-2'-{6-amino-5-[(1S)-1-(pyridin-3-yl)ethoxy]pyridin-3-yl}-5',6'-dihydrospiro[pyrrolidine-3,4'-pyrrolo[1,2-b]pyrazole]-1-carboxylate C(C)(C)(C)OC(=O)N1CC2(CCN3N=C(C=C32)C=3C=NC(=C(C3)O[C@@H](C)C=3C=NC=CC3)N)CC1